COC(N(C1(CC1)C1=CC(=C(C=C1)F)C(F)(F)F)CCN(C)C)=O Methyl-N-(2-(dimethylamino)ethyl)-N-(1-(4-fluoro-3-(trifluoromethyl)phenyl)cyclopropyl)-Carbamat